ClC1=C(O[C@@H]2C[C@H](C2)CO)C=CC(=C1)C(F)(F)F (trans-3-(2-chloro-4-(trifluoromethyl)phenoxy)cyclobutyl)methanol